N-myristoyl-alanine C(CCCCCCCCCCCCC)(=O)N[C@@H](C)C(=O)O